COC(=O)C=1C(=CN(C2C[C@H](N(S(C21)(=O)=O)CC2=CC=C(C=C2)OC)CCCC)C2=CC=CC=C2)OC (R)-3-butyl-7-methoxy-2-(4-methoxybenzyl)-5-phenyl-2,3,4,5-tetrahydro-1,2,5-benzothiadiazine-8-carboxylic acid methyl ester 1,1-dioxide